C(C)(C)(C)OC(=O)N1[C@@H](CN(C[C@@H]1C)C(=O)Cl)C (2R,6s)-4-(chloroformyl)-2,6-dimethylpiperazine-1-carboxylic acid tert-butyl ester